N-palmitoleyl-palmitamide C(CCCCCCC\C=C/CCCCCC)NC(CCCCCCCCCCCCCCC)=O